C12(CC3CC(CC(C1)C3)C2)NS(=O)(=O)C2=CC=C(CCNC(C3=CC(=CC(=C3)OC)Cl)=O)C=C2 N-(4-(N-((3R,5R)-adamantan-1-yl)aminosulfonyl)phenethyl)-3-chloro-5-methoxybenzamide